4-(1',2'-Dihydrospiro[cyclopropane-1,3'-pyrrolo[2,3-b]pyridin]-5'-yl)benzenesulfonamide N1CC2(C=3C1=NC=C(C3)C3=CC=C(C=C3)S(=O)(=O)N)CC2